(2-chloro-4-(2,6-difluorophenoxy)phenyl)(5-fluoro-4-(((3R,6S)-6-(hydroxymethyl)tetrahydro-2H-pyran-3-yl)amino)-1H-pyrrolo[2,3-b]pyridin-3-yl)methanone ClC1=C(C=CC(=C1)OC1=C(C=CC=C1F)F)C(=O)C1=CNC2=NC=C(C(=C21)N[C@H]2CO[C@@H](CC2)CO)F